C1=C(C=[N+](C=C1C(=O)S)[C@H]2[C@@H]([C@@H]([C@H](O2)COP(=O)(O)O)O)O)C(=O)O The molecule is a pyridine nucleotide having 3-carboxy-5-(sulfanylcarbonyl)pyridine as the nucleobase. It is a pyridine nucleotide, a nucleoside 5'-monophosphate and a monothiocarboxylic acid. It derives from a nicotinic acid D-ribonucleotide. It is a conjugate acid of a pyridinium-3-carboxylate-5-thiocarboxylate mononucleotide(3-).